C\C(=C/CO[C@@H]1O[C@@H]([C@H](C([C@H]1NC(C)=O)=O)O)CO)\CCC=C(C)C N-((2R,3S,5R,6R)-2-(((e)-3,7-dimethylocta-2,6-dien-1-yl)oxy)-5-hydroxy-6-(hydroxymethyl)-4-oxotetrahydro-2H-pyran-3-yl)acetamide